NCC(C(CNCC1=CC=2N(N=C1)C=C(N2)[C@H](C2CCC(CC2)(F)F)NC(OC(C)(C)C)=O)(F)F)(F)F tert-Butyl (S)-((7-(((4-amino-2,2,3,3-tetrafluorobutyl)amino)methyl)imidazo[1,2-b]pyridazin-2-yl)(4,4-difluorocyclohexyl)methyl)carbamate